tert-butyl 1-(((tert-butyldimethylsilyl)oxy)methyl)-4-(hydroxymethyl)-7-aza-bicyclo[2.2.1]heptane-7-carboxylate [Si](C)(C)(C(C)(C)C)OCC12CCC(CC1)(N2C(=O)OC(C)(C)C)CO